N1CC(CCC1)NC1=NC=CC=N1 N-(piperidin-3-yl)pyrimidin-2-amine